(R)-1-(4-(4-((1-(3-(difluoromethyl)-2-fluorophenyl)ethyl)amino)-7-methoxy-2-methylpyrido[2,3-d]pyrimidin-6-yl)-3,6-dihydropyridin-1(2H)-yl)ethan-1-one FC(C=1C(=C(C=CC1)[C@@H](C)NC=1C2=C(N=C(N1)C)N=C(C(=C2)C=2CCN(CC2)C(C)=O)OC)F)F